ClC=1C=C2C(NC(C2=CC1)=O)=CC1=CC=CC=C1 5-chloro-3-(benzylidene)isoindoline-1-one